(S)-6-(1-methyl-1H-pyrazol-4-yl)-N-(2-methyl-5-(2-(1-(oxetan-3-ylmethyl)pyrrolidin-2-yl)acetamido)pyridin-3-yl)pyrazolo[1,5-a]pyrazine-3-carboxamide CN1N=CC(=C1)C=1N=CC=2N(C1)N=CC2C(=O)NC=2C(=NC=C(C2)NC(C[C@H]2N(CCC2)CC2COC2)=O)C